5-((2-(5-(((2-Chloro-[1,1'-biphenyl]-4-yl)methyl)amino)-2H-indazol-2-yl)ethyl)amino)benzo[c][2,6]naphthyridine-8-carboxamide ClC1=C(C=CC(=C1)CNC1=CC2=CN(N=C2C=C1)CCNC1=NC2=C(C3=CN=CC=C13)C=CC(=C2)C(=O)N)C2=CC=CC=C2